5-chloro-6,7-difluoro-1-methyl-1H-[1,2,3]triazolo[4,5-c]isoquinoline ClC1=NC2=C(C=3C=CC(=C(C13)F)F)N(N=N2)C